tert-butyl (R,E)-(1-(3-fluoro-5-((quinoxalin-6-ylmethylene)amino)pyridin-4-yl)pyrrolidin-3-yl)carbamate FC=1C=NC=C(C1N1C[C@@H](CC1)NC(OC(C)(C)C)=O)/N=C/C=1C=C2N=CC=NC2=CC1